C(C)(C)(C)OC(=O)N1CCC(CC1)NC1=CC(=NC=C1)C(=O)O 4-({1-[(tert-butoxy)carbonyl]piperidin-4-yl}amino)pyridine-2-carboxylic acid